CC1=C(C=C(OC2CN(C2)C(=O)OC(C)(C)C)C=C1)C(NC1(CC1)C1=CC=CC2=CC=CC=C12)=O tert-butyl 3-(4-methyl-3-((1-(naphthalen-1-yl)cyclopropyl)carbamoyl) phenoxy)azetidine-1-carboxylate